ClC=1C=C(C=CC1F)C(NC1=NC=CC(=C1)C(F)(F)F)C=1NC(=C(N1)S(=O)(=O)C)C N-[(3-chloro-4-fluorophenyl)-(5-methyl-4-methylsulfonyl-1H-imidazol-2-yl)methyl]-4-(trifluoromethyl)pyridin-2-amine